2-(4-((3-(4-bromophenyl)-5,5-dimethyl-2-oxoimidazolin-1-yl)methyl)-2,6-dimethylphenoxy)-2-methylpropanoic acid BrC1=CC=C(C=C1)N1C(N(C(C1)(C)C)CC1=CC(=C(OC(C(=O)O)(C)C)C(=C1)C)C)=O